1,3-bis((t-butylphenyl)hydroxymethyl)benzene C(C)(C)(C)C1=C(C=CC=C1)C(C1=CC(=CC=C1)C(O)C1=C(C=CC=C1)C(C)(C)C)O